1-(7-(6-chloro-7-(3,5-dimethyl-1H-indazol-4-yl)-2-(3-(dimethylamino)azetidin-1-yl)-8-fluoroquinazolin-4-yl)-2,7-diazaspiro[3.5]nonan-2-yl)prop-2-en-1-one ClC=1C=C2C(=NC(=NC2=C(C1C1=C2C(=NNC2=CC=C1C)C)F)N1CC(C1)N(C)C)N1CCC2(CN(C2)C(C=C)=O)CC1